8-fluoro-7-(8-fluoronaphthalen-1-yl)-2-((hexahydro-1H-pyrrolizin-7a-yl)methoxy)-4-(2,2,2-trifluoroethoxy)pyrido[4,3-d]pyrimidine FC1=C(N=CC2=C1N=C(N=C2OCC(F)(F)F)OCC21CCCN1CCC2)C2=CC=CC1=CC=CC(=C21)F